benzyl 3-((tosyloxy)methyl)azetidine-1-carboxylate S(=O)(=O)(C1=CC=C(C)C=C1)OCC1CN(C1)C(=O)OCC1=CC=CC=C1